allyl 4-((S)-4-(tert-butoxycarbonyl)-3-(cyanomethyl) piperazin-1-yl)-2-chloro-8-oxo-5,6,7,8-tetrahydroquinazoline-7-carboxylate C(C)(C)(C)OC(=O)N1[C@H](CN(CC1)C1=NC(=NC=2C(C(CCC12)C(=O)OCC=C)=O)Cl)CC#N